3-ethyl-7,11-dimethyldodecane-1-ol C(C)C(CCO)CCCC(CCCC(C)C)C